CN(\N=C/C=1C=C(C(=C(C1)O)O)O)C1=NC=CC=N1 (Z)-5-((2-methyl-2-(pyrimidin-2-yl)hydrazono)methyl)benzene-1,2,3-triol